methyl 2-[[(4S)-2-[[2-chloro-3-(4,4,5,5-tetramethyl-1,3,2-dioxaborolan-2-yl)phenyl]carbamoyl]-4,5,6,7-tetrahydropyrazolo[1,5-a]pyridin-4-yl]amino]-2-methyl-propanoate ClC1=C(C=CC=C1B1OC(C(O1)(C)C)(C)C)NC(=O)C1=NN2C([C@H](CCC2)NC(C(=O)OC)(C)C)=C1